2-(1-benzhydryl-piperidin-4-yl)-6-(trifluoromethyl)-1,2,3,4-tetrahydro-2,7-naphthyridine C(C1=CC=CC=C1)(C1=CC=CC=C1)N1CCC(CC1)N1CC2=CN=C(C=C2CC1)C(F)(F)F